[Si](C)(C)(C(C)(C)C)OCC(F)(F)C=1SC=CC1C(CN(C(OC(C)(C)C)=O)C)O Tert-butyl N-[2-[2-[2-[tert-butyl (dimethyl) silyl] oxy-1,1-difluoroethyl]-3-thienyl]-2-hydroxyethyl]-N-methylcarbamate